(2S,4S)-4-hydroxypyrrolidin-2-yl-3-phenylquinazolin-4(3H)-one hydrochloride Cl.O[C@H]1C[C@H](NC1)C1=NC2=CC=CC=C2C(N1C1=CC=CC=C1)=O